O=C1COCCN1N1CCC(CC1)N1C(C2=C(CC1)C(=NN2C2=CC=C(C=C2)OC)C(=O)OCC)=O ethyl 6-(1-(3-oxomorpholino)piperidin-4-yl)-1-(4-methoxyphenyl)-7-oxo-4,5,6,7-tetrahydro-1H-pyrazolo[3,4-c]pyridine-3-carboxylate